CC(C)(C)S(=O)/N=C/C1=CC=C2C=3C(=CC=NC13)NC2=O (E)-2-Methyl-N-((5-oxo-4,5-dihydropyrrolo[2,3,4-de]quinolin-8-yl)methylene)propane-2-sulfinamide